ClC=1C(=C(CNC(CNC(CO)C(C)C)=O)C=CC1)F N-(3-chloro-2-fluorobenzyl)-2-(1-hydroxy-3-methylbutan-2-ylamino)acetamide